(2S,5R)-4-(3-Chloro-4-cyanophenyl)-2,5-dimethyl-N-(6-(4-(2-oxoethyl)piperidin-1-yl)pyridin-3-yl)piperazine-1-carboxamide ClC=1C=C(C=CC1C#N)N1C[C@@H](N(C[C@H]1C)C(=O)NC=1C=NC(=CC1)N1CCC(CC1)CC=O)C